NCCNC1=NC(=NC(=C1)C)NC(=O)NC1=CC2=CC=CC=C2C=C1 1-(4-((2-aminoethyl)amino)-6-methylpyrimidin-2-yl)-3-(naphthalen-2-yl)urea